O[C@H]1C[C@H]2[C@H]([C@H]([C@H]3[C@@H]4CC[C@H]([C@@H](CCC(=O)O)C)[C@]4([C@H](C[C@@H]3[C@]2(CC1)C)O)C)O)O 3a,6a,7a,12a-tetrahydroxy-5b-cholan-24-oic acid